2-chloro-4-cyclopropyl-6-[[5-fluoro-6-[1-methyl-4-(trifluoromethyl)imidazol-2-yl]-3-pyridyl]methoxy]pyrimidine ClC1=NC(=CC(=N1)C1CC1)OCC=1C=NC(=C(C1)F)C=1N(C=C(N1)C(F)(F)F)C